C(C)(C)(C)OC(CCC(CO)NC(=O)OCC1C2=CC=CC=C2C=2C=CC=CC12)=O.FC1=C(C(=CC(=C1F)F)F)[B-](C1=C(C(=C(C=C1F)F)F)F)(C1=C(C(=C(C=C1F)F)F)F)C1=C(C(=C(C=C1F)F)F)F.C(C)[SiH](CC)CC Triethylsilane tetrakis(2,3,4,6-tetrafluorophenyl)borate tert-butyl-4-((((9H-fluoren-9-yl)methoxy)carbonyl)amino)-5-hydroxypentanoate